BrC(C1CO1)CBr 3,4-dibromo-1,2-epoxy-butane